ClC1=NC(=NC=C1)C1(COCC1)F 4-chloro-2-(3-fluorotetrahydrofuran-3-yl)pyrimidine